(2R)-4-amino-2-methylbutan-1-ol NCC[C@H](CO)C